N-(1-Cyanocyclopropyl)-9-(5-(difluoromethyl)-1,3,4-thiadiazol-2-yl)-6-fluoro-4-(1-isobutyryl-1,2,3,6-tetrahydropyridin-4-yl)-9H-pyrimido[4,5-b]indole-7-sulfonamide C(#N)C1(CC1)NS(=O)(=O)C1=C(C=C2C3=C(N(C2=C1)C=1SC(=NN1)C(F)F)N=CN=C3C=3CCN(CC3)C(C(C)C)=O)F